NC=1C2=C(N(CN1)[C@@H]1CN(CC1)C(C=C)=O)C=NC(=C2)C=2C=NC(=CC2)F (S)-1-(3-(4-amino-6-(6-fluoropyridin-3-yl)-1H-pyrido[3,4-d]pyrimidin-1-yl)pyrrolidin-1-yl)prop-2-en-1-one